N-(2-methoxybenzyl)-1-(2,5-dimethoxy-4-ethylphenyl)-2-aminoethane COC1=C(CNCCC2=C(C=C(C(=C2)OC)CC)OC)C=CC=C1